1-amino-3-(benzyloxy)-4-oxo-N5-(2,4,6-trifluorobenzyl)-1,4-dihydropyridine-2,5-dicarboxamide NN1C(=C(C(C(=C1)C(=O)NCC1=C(C=C(C=C1F)F)F)=O)OCC1=CC=CC=C1)C(=O)N